C(C)(C)(C)C1=CC=C(C=C1)N(C(=O)[C@@H]1N(CCC1)C(=O)OCC1=CC=CC=C1)C(C(NCC1=CC=NC=C1)=O)C=1C=NC=CC1 benzyl (2R)-2-[(4-tert-butylphenyl)-[2-oxo-1-(3-pyridyl)-2-(4-pyridylmethylamino)ethyl]carbamoyl]pyrrolidine-1-carboxylate